CC=1C=2N(C=C(N1)C)N=C(C2)C=2N=C1N(N=C(C=C1)C1CCNCC1)CC2 2-(4,6-dimethylpyrazolo[1,5-a]pyrazin-2-yl)-7-(piperidin-4-yl)-4H-pyrimido[1,2-b]pyridazin